[(3R)-3-(4-bromo-2-methyl-pyrazol-3-yl)oxybutoxy]-tert-butyl-dimethyl-silane BrC1=C(N(N=C1)C)O[C@@H](CCO[Si](C)(C)C(C)(C)C)C